(R)-4-(2-(8-cyanoquinolin-5-yl)-4-methyl-1,2,3,4-tetrahydropyrazino[1,2-b]indazole-8-yl)piperazine-1-carboxylic acid tert-butyl ester C(C)(C)(C)OC(=O)N1CCN(CC1)C=1C=CC2=C3N(N=C2C1)[C@@H](CN(C3)C3=C1C=CC=NC1=C(C=C3)C#N)C